4-((5-(3-methylimidazo[1,2-a]pyrimidin-6-yl)pyrrolo[2,1-f][1,2,4]triazin-2-yl)amino)cyclohexan-1-ol CC1=CN=C2N1C=C(C=N2)C=2C=CN1N=C(N=CC12)NC1CCC(CC1)O